7-fluoro-1,1-dioxido-3-oxo-2H-benzo[e][1,2,4]thiadiazine FC1=CC2=C(NC(NS2(=O)=O)=O)C=C1